(5-(1-(4-chlorobenzoyl)-1,2,5,6-tetrahydropyridin-4-yl)-3-benzyloxy-pyridine-2-carbonyl)glycine methyl ester COC(CNC(=O)C1=NC=C(C=C1OCC1=CC=CC=C1)C1=CCN(CC1)C(C1=CC=C(C=C1)Cl)=O)=O